COC1=C(C=C2C=NC(=NC2=C1)CC(=O)OCC[N+](C)(C)C)OCCCN1CCOCC1 7-methoxy-6-(3-morpholine-4-ylpropoxy)quinazolinemono-acetylcholine